CC=1C(=CC2=C(NC(CC(N2)=O)C=2C=C(C(=O)OC)C=CC2)C1)C(F)(F)F (+)-Methyl 3-(8-methyl-4-oxo-7-(trifluoromethyl)-2,3,4,5-tetrahydro-1H-benzo[b][1,4]diazepin-2-yl)benzoate